FC1(CC=2C=CC(=C(C2C1)O)C1=C(C2=C(N=N1)N(C=N2)[C@H]2CN(CCC2)C)C)F (R)-2,2-difluoro-5-(4-methyl-7-(1-methylpiperidin-3-yl)-7H-imidazo[4,5-c]pyridazin-3-yl)-2,3-dihydro-1H-inden-4-ol